COC1=CC=C2C(=CC(NC2=C1)=O)C1=CC=CC=C1 7-methoxy-4-phenylquinolin-2(1H)-one